(R)-1-(8-fluoro-7-(7-fluoro-3-(methoxymethylmethoxy)-8-((triisopropylsilyl)ethynyl)naphth-1-yl)-5-isopropoxy-2-(methylthio)pyrido[4,3-d]pyrimidin-4-yl)piperidin-3-ol FC1=C(N=C(C2=C1N=C(N=C2N2C[C@@H](CCC2)O)SC)OC(C)C)C2=CC(=CC1=CC=C(C(=C21)C#C[Si](C(C)C)(C(C)C)C(C)C)F)OCCOC